N-((3R,4S)-4-((7-(2,6-dichloro-3,5-dimethoxyphenyl)-5-(((1-(2-hydroxyethyl)-1H-pyrazol-4-yl)methyl)amino)-2,6-naphthyridin-3-yl)amino)tetrahydrofuran-3-yl)acrylamide ClC1=C(C(=C(C=C1OC)OC)Cl)C1=NC(=C2C=C(N=CC2=C1)N[C@H]1[C@H](COC1)NC(C=C)=O)NCC=1C=NN(C1)CCO